N1=C(C=CC=C1)SSCCC(=O)ON1C(CCC1=O)=O succinimidyl 3-(2-pyridyldithio)-propanoate